COC(C1=CC=C(C=C1)N1CCN(CC1)CC1=C(CC(CC1)(C)C)C=1SC=C(C1)NC(C1=CC=CC=C1)=O)=O 4-(4-((2-(4-benzoylaminothiophen-2-yl)-4,4-dimethylcyclohex-1-en-1-yl)methyl)piperazin-1-yl)benzoic acid methyl ester